3-(3-((3-((methylamino)methyl)phenyl)amino)-2,5-dioxo-2,5-dihydro-1H-pyrrol-1-yl)piperidine-2,6-dione CNCC=1C=C(C=CC1)NC=1C(N(C(C1)=O)C1C(NC(CC1)=O)=O)=O